N-(1-isopropyl-1H-indazol-5-yl)-5-(5-(trifluoromethyl)nicotinamido)-1,2,3-thiadiazole-4-carboxamide C(C)(C)N1N=CC2=CC(=CC=C12)NC(=O)C=1N=NSC1NC(C1=CN=CC(=C1)C(F)(F)F)=O